FC1=C(C(=CC=C1)OC(F)(F)F)C=1C=CC(=NC1)N[C@@H]1C[C@H](CC1)NC1=NC=2C(=NC=CC2)N1 (1S,3S)-N1-(5-(2-Fluoro-6-(trifluoromethoxy)phenyl)pyridin-2-yl)-N3-(3H-imidazo[4,5-b]pyridin-2-yl)cyclopentane-1,3-diamine